C1=CC=CC=2OC3=CC(C=CC3=CC12)=O 6-xanthone